1-((3R,4R)-3-((2-((1-ethyl-1H-pyrazol-4-yl)amino)-7H-pyrrolo[2,3-d]pyrimidin-4-yl)oxy)-4-fluoropiperidin-1-yl)prop-2-en-1-one C(C)N1N=CC(=C1)NC=1N=C(C2=C(N1)NC=C2)O[C@@H]2CN(CC[C@H]2F)C(C=C)=O